3-Bromo-5-methoxybenzenamine BrC=1C=C(C=C(C1)OC)N